C(C)(C)(C)OC(=O)N1C(C(C2=NNC(C=3C=C(C=C1C23)F)=O)N2N=C(N=C2C)NC(=O)OC(C)(C)C)C2=CC=C(C=C2)F 5-fluoro-8-(4-fluorophenyl)-9-(5-methyl-3-tert-butoxycarbonylamino-1H-1,2,4-triazol-1-yl)-8,9-dihydro-2H-pyrido[4,3,2-de]Phthalazine-3(7H)-one-7-carboxylic acid tert-butyl ester